(S)-2,4-difluoro-N-(7-((3-hydroxyoxetan-3-yl)ethynyl)-5-methyl-4-keto-2,3,4,5-tetrahydrobenzo[b][1,4]oxazepin-3-yl)-5-(isopropylamino)benzamide FC1=C(C(=O)N[C@@H]2C(N(C3=C(OC2)C=CC(=C3)C#CC3(COC3)O)C)=O)C=C(C(=C1)F)NC(C)C